CC1=CC=2N(C=C1C1=NC(=CC(=N1)C)N1CCN(CC1)C(C)C1=CC=CC=C1)C=CN2 7-METHYL-6-(4-METHYL-6-(4-(1-PHENYLETHYL)PIPERAZIN-1-YL)PYRIMIDIN-2-YL)IMIDAZO[1,2-A]PYRIDINE